CC(C(C)O)O 2,3-Butylene glycol